C(C1=CC=CC=C1)OC(=O)N1CCN(CC1)C(=O)N1C[C@@H](CC1)NC(=O)OC(C)(C)C (R)-4-(3-((tert-butoxycarbonyl)amino)pyrrolidine-1-carbonyl)piperazine-1-carboxylic acid benzyl ester